glyceryl palmitat C(CCCCCCCCCCCCCCC)(=O)OCC(O)CO